C(C)OC(C(C(=O)OCC)CCCF)=O 2-(3-fluoropropyl)malonic acid diethyl ester